[Ni].OC1=C(C(=O)O)C=CC=C1 2-hydroxybenzoic acid nickel